(S)-2,6-Dichloro-4-(3-(dimethylamino)-3-(3-(trifluoromethyl)phenethyl)-piperidin-1-yl)-N-(pyrimidin-4-yl)benzenesulfonamide ClC1=C(C(=CC(=C1)N1C[C@@](CCC1)(CCC1=CC(=CC=C1)C(F)(F)F)N(C)C)Cl)S(=O)(=O)NC1=NC=NC=C1